ClC1=CC=C(C=C1)C=1C=C(C(N(N1)C=1C=NC=CC1)=O)C(=O)N[C@H]1COCC[C@H]1O 1,5-Anhydro-2-({[6-(4-chlorophenyl)-3-oxo-2-(pyridin-3-yl)-2,3-dihydropyridazin-4-yl]carbonyl}amino)-2,4-dideoxy-D-erythro-pentitol